4-(Dibutoxymethyl)-1-[4-(piperidin-4-yl)phenyl]piperidine C(CCC)OC(C1CCN(CC1)C1=CC=C(C=C1)C1CCNCC1)OCCCC